NC[C@H](C)NC(C1=C(C=C(C=C1)NC=1C=2N(C=CN1)C(=CN2)C2=C(C(=C(C=C2)OC(F)F)F)F)CC)=O (S)-N-(1-aminopropan-2-yl)-4-((3-(4-(difluoromethoxy)-2,3-difluorophenyl)imidazo[1,2-a]pyrazin-8-yl)amino)-2-ethylbenzamide